6-[2-(1-azabicyclo[2.2.2]oct-4-yl)-4-fluoro-1,3-benzothiazol-6-yl]-2,8-dimethylimidazo[1,2-b]pyridazine N12CCC(CC1)(CC2)C=2SC1=C(N2)C(=CC(=C1)C=1C=C(C=2N(N1)C=C(N2)C)C)F